[Si](C)(C)(C(C)(C)C)OCCN(C(=O)[C@@H]1N(CCN(C1)C1=NC=C(C=N1)Br)C(=O)OC(C)(C)C)CCO[Si](C)(C)C(C)(C)C tert-butyl (2R)-2-[bis({2-[(tert-butyldimethylsilyl)oxy]ethyl})carbamoyl]-4-(5-bromopyrimidin-2-yl)piperazine-1-carboxylate